3-(5-cyclopropyl-4-(methoxymethyl)isoxazol-3-yl)-1-isopropyl-1H-pyrazolo[4,3-c]pyridin-4-amine 2,2,2-trifluoroacetate salt FC(C(=O)O)(F)F.C1(CC1)C1=C(C(=NO1)C1=NN(C2=C1C(=NC=C2)N)C(C)C)COC